tert-butyl 6-(4-((3-chloro-5-(methylsulfonamido)phenyl)carbamoyl)-1H-pyrazol-1-yl)-2-azaspiro[3.3]heptane-2-carboxylate ClC=1C=C(C=C(C1)NS(=O)(=O)C)NC(=O)C=1C=NN(C1)C1CC2(CN(C2)C(=O)OC(C)(C)C)C1